CC(CCOF)C perfluoro (2-methylpropyl)methyl ether